4-(4-bromo-1H-pyrazol-1-yl)-N,N-dimethylbutanamide BrC=1C=NN(C1)CCCC(=O)N(C)C